(4-isopropyl-phenyl)-(3-methyl-azetidin-3-yl)-methanol C(C)(C)C1=CC=C(C=C1)C(O)C1(CNC1)C